1-(1H-Benzo[d]imidazol-5-yl)-5-(2-hydroxyphenyl)imidazolidin-2-on N1C=NC2=C1C=CC(=C2)N2C(NCC2C2=C(C=CC=C2)O)=O